trans-N-[8-amino-6-(4-methylpyridin-3-yl)-2,7-naphthyridin-3-yl]-2-[1-(2-methoxyethyl)-1H-pyrazol-4-yl]Cyclopropane-1-carboxamide NC=1N=C(C=C2C=C(N=CC12)NC(=O)[C@H]1[C@@H](C1)C=1C=NN(C1)CCOC)C=1C=NC=CC1C